C1=CC=CC=2C3=CC=CC=C3C(C12)COC(=O)N(CC(=O)O)CC=1N=CN(C1)C(C1=CC=CC=C1)(C1=CC=CC=C1)C1=CC=CC=C1 2-({[(9H-fluoren-9-yl)methoxy]carbonyl}({[1-(triphenylmethyl)-1H-imidazol-4-yl]methyl})amino)acetic acid